C(C1=CC=CC=C1)C1(CC(=NO1)CNC(=O)C1=CN(C2=CC=CC=C12)C(C)C)C(=O)OC Methyl 5-benzyl-3-((1-isopropyl-1H-indole-3-carboxamido)methyl)-4,5-dihydroisoxazole-5-carboxylate